1-(4-{1-(2,6-difluorobenzyl)-5-dimethylaminomethyl-3-(6-methoxypyridazin-3-yl)-2,4-dioxo-1,2,3,4-tetrahydrothieno[2,3-d]pyrimidin-6-yl}phenyl)-3-methoxyurea FC1=C(CN2C(N(C(C3=C2SC(=C3CN(C)C)C3=CC=C(C=C3)NC(=O)NOC)=O)C=3N=NC(=CC3)OC)=O)C(=CC=C1)F